3,4,5-trifluoro-4'-(3-propylcyclopentyl)-1,1'-biphenyl FC=1C=C(C=C(C1F)F)C1=CC=C(C=C1)C1CC(CC1)CCC